(R)-7-(5-methoxy-2-methyl-4-((6-(3-phenylisooxazolidin-2-yl)pyrimidin-4-yl)amino)phenyl)-N,N-dimethyl-7-azaspiro[3.5]nonan-2-amine COC=1C(=CC(=C(C1)N1CCC2(CC(C2)N(C)C)CC1)C)NC1=NC=NC(=C1)N1OCC[C@@H]1C1=CC=CC=C1